ClC1=CC=C(C[C@@H]2N(C[C@@H](N(C2)C)[C@H](C)O)C(=O)OC(C)(C)C)C=C1 tert-butyl (2S,5R)-2-(4-chlorobenzyl)-5-((S)-1-hydroxyethyl)-4-methylpiperazine-1-carboxylate